C1(=CC=CC2=CC=CC=C12)C=C α-naphthylethylene